allyl methacrylate (Prop-2-enyl 2-methylprop-2-enoate) C(C=C)C=C(C(=O)O)C.C(C(=C)C)(=O)OCC=C